5-fluoro-4-(3-oxo-5,6,7,8-tetrahydro[1,2,4]triazolo[4,3-a]pyridin-2(3H)-yl)-N-(quinolin-5-yl)-2-{[(2S)-1,1,1-trifluoropropan-2-yl]oxy}benzamide benzyl-L-lactate C(C1=CC=CC=C1)OC([C@@H](O)C)=O.FC=1C(=CC(=C(C(=O)NC2=C3C=CC=NC3=CC=C2)C1)O[C@H](C(F)(F)F)C)N1N=C2N(CCCC2)C1=O